N-(3-((4-Chlorophenyl)ethynyl)-1-(difluoromethyl)-1H-pyrrolo[2,3-b]pyridin-5-yl)-2-fluoroacrylamide ClC1=CC=C(C=C1)C#CC1=CN(C2=NC=C(C=C21)NC(C(=C)F)=O)C(F)F